ortho-Xylene Diisocyanate [N-]=C=O.[N-]=C=O.C=1(C(=CC=CC1)C)C